2,6-bis(di-tert-butylphosphaneyl)methylpyridine C(C)(C)(C)P(C(C)(C)C)CC1=NC(=CC=C1)CP(C(C)(C)C)C(C)(C)C